pentafluoro-phenol FC1=C(C(=C(C(=C1O)F)F)F)F